9-formyl-3-azaspiro[5.5]Undecane-3-carboxylate C(=O)C1CCC2(CCN(CC2)C(=O)[O-])CC1